ClC=1C=CC2=C([C@@H](C[C@@H](O2)C(=O)NC23CC(C2)(C3)N3N=C2C(N=C(C=C2)OC)=C3)O)C1 (2R,4R)-6-chloro-4-hydroxy-N-[3-(5-methoxy-2H-pyrazolo[4,3-b]pyridin-2-yl)bicyclo[1.1.1]pentan-1-yl]-3,4-dihydro-2H-1-benzopyran-2-carboxamide